dicyclopropylcarbodiimide C1(CC1)N=C=NC1CC1